P(OC1=C(C=CC=C1C)C(C)(C)C)(OC1=C(C=CC=C1C)C(C)(C)C)OC bis(2-tert-butyl-6-methyl-phenyl) methyl phosphite